CNS(=O)(=O)C1=CC(=CC(=C1)C=1N=C2C(=NC1)NC=C2)N2[C@@H](CCC2)C (R)-N-methyl-3-(2-methylpyrrolidin-1-yl)-5-(5H-pyrrolo[2,3-b]pyrazin-2-yl)benzenesulfonamide